OC1=NN(C2=NN=C(C=C21)C2=C(C=C(C=C2C)C(F)(F)F)OC)C2CN(CCC2)C(=O)OC(C)(C)C tert-butyl 3-{3-hydroxy-5-[2-methoxy-6-methyl-4-(trifluoromethyl)phenyl]-1H-pyrazolo[3,4-c]pyridazin-1-yl}piperidine-1-carboxylate